1-hydroxycyclohexane-1-carboxylic acid OC1(CCCCC1)C(=O)O